4-bromo-1-cyclopropyl-5-nitro-1H-indazole BrC1=C2C=NN(C2=CC=C1[N+](=O)[O-])C1CC1